C(C(=C)C)(=O)OCCN1C(NCC1)=O 1-(2-Methacryloyloxyethyl)-2-imidazolidinon